5-carboxy-1H-benzotriazole C(=O)(O)C1=CC2=C(NN=N2)C=C1